6-fluoro-5-methyl-7-{3-[(5-methyl-1-propyl-1H-pyrazol-3-yl)carbamoyl]azetidin-1-yl}-4-oxo-1-(1,3-thiazol-2-yl)-1,4-dihydro-1,8-naphthyridine-3-carboxylic acid FC=1C(=C2C(C(=CN(C2=NC1N1CC(C1)C(NC1=NN(C(=C1)C)CCC)=O)C=1SC=CN1)C(=O)O)=O)C